OC=1C(=C(C(=CC1)NC(=O)C=1N=C(SC1)C1=CN=NC=C1)N1C[C@@H](CCC1)CNC(OC(C)(C)C)=O)C(F)(F)F tert-butyl ({(3S)-1-[3-hydroxy-6-{[2-(pyridazin-4-yl)-1,3-thiazole-4-carbonyl]amino}-2-(trifluoromethyl)phenyl]piperidin-3-yl}methyl)carbamate